trialuminum-manganese [Mn].[Al].[Al].[Al]